C=CC=CC=C Hexatrien